5-(2,5-Dioxooxolan-3-yl)-8-[6-[4-[hydroperoxy-[4-[(E)-3-oxo-3-phenylprop-1-enyl]phenyl]methyl]phenyl]-6-hydroxyhexoxy]-3a,4,5,9b-tetrahydrobenzo[e][2]benzofuran-1,3-dione O=C1OC(CC1C1CC2C(C(OC2=O)=O)C2=C1C=CC(=C2)OCCCCCC(O)C2=CC=C(C=C2)C(C2=CC=C(C=C2)\C=C\C(C2=CC=CC=C2)=O)OO)=O